(R)-1-(4-bromophenyl)-2,2,2-trifluoroethan-1-ol BrC1=CC=C(C=C1)[C@H](C(F)(F)F)O